CC1(OC[C@H](O1)CN)C |r| racemic-(2,2-dimethyl-1,3-dioxolan-4-yl)methanamine